p-cumyl-(cumyl)phenol C(C)(C)(C1=CC=CC=C1)C1=CC(=C(C=C1)O)C(C)(C)C1=CC=CC=C1